O=C1N(CC2=CC(=CC=C12)CCCCCCCN1N=CC(=C1)C1=NC2=CC=CC=C2N=C1)C1C(NC(CC1)=O)=O 3-(1-oxo-5-(7-(4-(quinoxalin-2-yl)-1H-pyrazol-1-yl)heptyl)isoindolin-2-yl)piperidine-2,6-dione